O=C1NC(CCC1C1=C(C=C(C=C1F)N1CC(C1)NC(OCCCC1(CC1)C)=O)F)=O 3-(1-methylcyclopropyl)propyl (1-(4-(2,6-dioxopiperidin-3-yl)-3,5-difluorophenyl)azetidin-3-yl)carbamate